N=1N=C(NC1)COC1=C(C=C(C=C1)C1=CC(=CC=2N(C(N(C21)C)=O)CC(=O)NC2=CC=C(C=C2)F)C(F)(F)F)F 2-(4-(4-((4H-1,2,4-triazol-3-yl)methoxy)-3-fluorophenyl)-3-methyl-2-oxo-6-(trifluoromethyl)-2,3-dihydro-1H-benzo[d]imidazol-1-yl)-N-(4-fluorophenyl)acetamide